(1s,2s)-2-(5-bromo-pyridin-2-yl)-cyclopropanecarboxylic acid methyl ester COC(=O)[C@@H]1[C@H](C1)C1=NC=C(C=C1)Br